C(=O)[C@H]1N(N(CCC1)C(=O)OC(C)(C)C)C(=O)OC(C)(C)C di-tert-butyl (S)-3-formyltetrahydropyridazine-1,2-dicarboxylate